CC1=C(CN2CCNCC2)C=CC=C1 4-(2-methylbenzyl)piperazin